ClC1=NC=C2C=C(N=C(C2=C1)NC(C)C)C=O 7-chloro-1-(isopropylamino)-2,6-naphthyridine-3-formaldehyde